Cl\C(\C(=O)OCC)=N/NCC1(CC1)O ethyl (Z)-2-chloro-2-(2-((1-hydroxycyclopropyl)methyl)hydrazono)acetate